FC(OC1CC(C1)N1CC(NCC1)COC(F)F)F 1-(3-(difluoromethoxy)cyclobutyl)-3-((difluoromethoxy)methyl)piperazine